N-(4-(4-(3-(3-(4-bromophenyl)ureido)phenyl)-2-(methylthio)-1-((2-(trimethylsilyl)-ethoxy)methyl)-1H-imidazol-5-yl)pyridin-2-yl)acetamide BrC1=CC=C(C=C1)NC(NC=1C=C(C=CC1)C=1N=C(N(C1C1=CC(=NC=C1)NC(C)=O)COCC[Si](C)(C)C)SC)=O